tert-butyl (R)-2-(3-(2-isopropylphenyl) morpholino)-7-azaspiro[3.5]nonane-7-carboxylate C(C)(C)C1=C(C=CC=C1)[C@@H]1COCCN1C1CC2(C1)CCN(CC2)C(=O)OC(C)(C)C